O=S1(CCN(CC1)C1=C(C=C(C=C1F)NC(OCC1=CC=CC=C1)=O)F)=O benzyl (4-(1,1-dioxidothiomorpholino)-3,5-difluorophenyl)carbamate